3-isopropoxy-5-(trifluoromethyl)aniline C(C)(C)OC=1C=C(N)C=C(C1)C(F)(F)F